5-fluoro-N-isopropyl-N-methyl-2-(3-(1-(pyridin-2-yl)piperidin-4-yl)-1H-pyrrolo[2,3-c]pyridin-1-yl)benzamide FC=1C=CC(=C(C(=O)N(C)C(C)C)C1)N1C=C(C=2C1=CN=CC2)C2CCN(CC2)C2=NC=CC=C2